(3,4-Diethoxyphenyl)-[4-(3-phenylpropyl)-1-piperidyl]methanone C(C)OC=1C=C(C=CC1OCC)C(=O)N1CCC(CC1)CCCC1=CC=CC=C1